(2R,3S)-N-((3S)-5-(3-fluorophenyl)-9-(hydroxymethyl)-2-oxo-2,3-dihydro-1H-1,4-benzodiazepin-3-yl)-2,3-bis(3,3,3-trifluoropropyl)succinamide FC=1C=C(C=CC1)C1=N[C@@H](C(NC2=C1C=CC=C2CO)=O)NC([C@@H]([C@@H](C(=O)N)CCC(F)(F)F)CCC(F)(F)F)=O